ClC=1C=CC=2N(C1[C@H](C=1N=NN(C1C)C1=CC(=C(OCCC(C)(O)C)C=C1)F)O)C=NC2 |r| rac-4-(4-{4-[(6-chloro-imidazo[1,5-a]pyridin-5-yl)-hydroxy-methyl]-5-methyl-[1,2,3]triazol-1-yl}-2-fluoro-phenoxy)-2-methyl-butan-2-ol